FC(=C(OC1=C(C=C(C=C1OC)C=C(C)[N+](=O)[O-])OC)C([2H])([2H])[2H])F 1-(4-(2,2-Difluoro-1-(trideuteromethyl)vinyloxy)-3,5-dimethoxyphenyl)-2-nitropropene